[K+].C(C)(C)(C)C(C(=O)[O-])C(=O)[O-].[K+] 2-(tert-butyl)malonic acid potassium salt